OCCC(C(=O)OC(CCCCCCCCCCCCCCCCC(=O)O)CCCCCCCCCCCCCCCCC(=O)O)C.N(=[N+]=[N-])CC1=C(C(=CC=C1)C1=CC=CC=C1)C#N Azidomethylbiphenyl-carbonitrile 2-((4-Hydroxy-2-methylbutanoyl)oxy)propane-1,3-diyl-dipalmitate